ClC1=C(C(=O)NCCN2N=C(N(C2=O)C(C)(C)C)C(F)(F)F)C=CC=C1 2-Chloro-N-[2-[4-(1,1-dimethylethyl)-4,5-dihydro-5-oxo-3-(trifluoromethyl)-1H-1,2,4-triazol-1-yl]ethyl]benzamide